ClC=1C=NC(=C(C(=O)N(C)[C@@H]2CCC3=CC=CC=C23)C1)OC |r| racemic-5-chloro-N-(2,3-dihydro-1H-inden-1-yl)-2-methoxy-N-methylnicotinamide